1-(2-(4-(aminomethyl)piperidin-1-yl)pyrimidin-4-yl)ethan-1-one NCC1CCN(CC1)C1=NC=CC(=N1)C(C)=O